N-(2,6-dimethylpyrimidin-4-yl)-5-[3-[(3-methoxyazetidin-3-yl)methoxy]-5-methyl-isoxazol-4-yl]pyrazolo[1,5-a]pyridin-2-amine CC1=NC(=CC(=N1)NC1=NN2C(C=C(C=C2)C=2C(=NOC2C)OCC2(CNC2)OC)=C1)C